tert-butyl 6-((2-((4-methylpiperazin-1-yl)methyl)-6-(trifluoromethyl) pyridin-4-yl)carbamoyl)indoline-1-carboxylate CN1CCN(CC1)CC1=NC(=CC(=C1)NC(=O)C1=CC=C2CCN(C2=C1)C(=O)OC(C)(C)C)C(F)(F)F